C(C)NC(=O)NC1=NN(C(=C1)CO)C 1-ethyl-3-(5-(hydroxymethyl)-1-methyl-1H-pyrazol-3-yl)urea